1-(4-(4-(benzo[d]oxazol-2-yl-thio)butoxy)phenyl)-3-(3-methoxyphenyl)-2-propen-1-one O1C(=NC2=C1C=CC=C2)SCCCCOC2=CC=C(C=C2)C(C=CC2=CC(=CC=C2)OC)=O